FC=1C=C(C=CC1)C1=NC(=NO1)C1=CC2=C(N(N=N2)C(C)C)C=C1 5-(3-fluorophenyl)-3-(1-isopropylbenzotriazol-5-yl)-1,2,4-oxadiazole